2-[1-(4-chlorophenyl)-3-[(4R)-3-(4-chlorophenyl)-4-phenyl-4,5-dihydro-1H-pyrazol-1-yl]-5-oxo-4,5-dihydro-1H-1,2,4-triazol-4-yl]acetamide ClC1=CC=C(C=C1)N1N=C(N(C1=O)CC(=O)N)N1N=C([C@@H](C1)C1=CC=CC=C1)C1=CC=C(C=C1)Cl